Z-quinoline-1-carboxylate N1(CC=CC2=CC=CC=C12)C(=O)[O-]